(D)-glutamic acid N[C@H](CCC(=O)O)C(=O)O